1,3,5-trimethyl-1H-pyrrole-2-carboxylic acid ethyl ester C(C)OC(=O)C=1N(C(=CC1C)C)C